FC1=CC=C(C=C1)N1N=C(C=C1S(=O)C)C(=O)NC1=CC(=C(C=C1)C)OC=1C=C2C(N(C=NC2=CC1)C)=O (4-fluorophenyl)-N-(4-methyl-3-((3-methyl-4-oxo-3,4-dihydroquinazolin-6-yl)oxy)phenyl)-5-(methylsulfinyl)-1H-pyrazole-3-carboxamide